FC1=C2CN(CC2=CC(=C1)F)C(=O)NC1=CC=C(C=C1)C=1CCN(CC1)S(=O)(=O)CC(C)(C)O 4,6-difluoro-N-(4-(1-((2-hydroxy-2-methylpropyl)sulfonyl)-1,2,3,6-tetrahydropyridin-4-yl)phenyl)isoindoline-2-carboxamide